(S,E)-7-(Dimethylamino)-1,7-dioxo-1-((2-oxo-1-((6-(3,3,3-trifluoro-2-(trifluoromethyl)propyl)-9H-purin-8-yl)methyl)-1,2-dihydropyridin-3-yl)amino)hept-5-en-2-yl-dimethylcarbamat CN(C(/C=C/CC[C@H](C(NC=1C(N(C=CC1)CC=1NC2=NC=NC(=C2N1)CC(C(F)(F)F)C(F)(F)F)=O)=O)CN(C([O-])=O)C)=O)C